(iodomethyl)naphthalene ICC1=CC=CC2=CC=CC=C12